C(C)(=O)N1[C@@H](CN(CC1)C(C=C)=O)C1=CC(=NC(=C1)Cl)C1=CC(=NC(=C1)C(F)(F)F)C(=O)NC (R)-4-(1-acetyl-4-acryloylpiperazin-2-yl)-6-chloro-N-methyl-6'-(trifluoromethyl)-[2,4'-bipyridine]-2'-carboxamide